bis(2,2,2-trichloroethoxy)methane ClC(COCOCC(Cl)(Cl)Cl)(Cl)Cl